9,10-difluoro-6,11-dihydrobenzo[e]thieno[2',3':5,6]benzo[1,2-b]thiepin-6-ol FC1=C(C2=C(C(C3=C(SC2)C2=C(C=C3)SC=C2)O)C=C1)F